NC1CCC2=C(NC1=O)N=CC(=C2)/C=C/C(=O)N(CC2=C(OC1=C2C=CC=C1)C)C (E)-3-(7-amino-8-oxo-6,7,8,9-tetrahydro-5H-pyrido[2,3-b]azepin-3-yl)-N-methyl-N-((2-methyl-benzofuran-3-yl)methyl)acrylamide